6-aminomethyl-1,1-dioxo-1,2-benzothiazole-3-one NCC1=CC2=C(C(NS2(=O)=O)=O)C=C1